3-chloro-N-(4-((1,3-dioxoisoindolin-5-yl)oxy)phenyl)benzamide ClC=1C=C(C(=O)NC2=CC=C(C=C2)OC=2C=C3C(NC(C3=CC2)=O)=O)C=CC1